copper acetaldehyde C(C)=O.[Cu]